(3-(methylamino)pyrrolidin-1-yl)-N-(2-methylimidazo[1,2-a]pyrimidin-6-yl)pyrimidine-5-carboxamide CNC1CN(CC1)C1=NC=C(C=N1)C(=O)NC=1C=NC=2N(C1)C=C(N2)C